OC(CC=CCCCCCCCC(=O)O)CCCCCC.C(CCCCCCC\C=C/C[C@H](O)CCCCCC)(=O)O ricinoleic acid (12-hydroxyoctadeca-9-enoate)